tert-butyl (5R)-3,3-difluoro-5-[(3-hydroxypropyl)amino]piperidine-1-carboxylate FC1(CN(C[C@@H](C1)NCCCO)C(=O)OC(C)(C)C)F